N1(C=NC=C1)C1=CC=C(C(=N1)N)[N+](=O)[O-] 6-(1H-imidazol-1-yl)-3-nitropyridin-2-amine